Methyl 6-hydroxy-1-methyl-1H-pyrrolo[2,3-b]pyridine-2-carboxylate OC1=CC=C2C(=N1)N(C(=C2)C(=O)OC)C